4-(1-((tert-butyldimethylsilyl)oxy)-4-hydroxybutan-2-yl)thiomorpholine 1,1-dioxide [Si](C)(C)(C(C)(C)C)OCC(CCO)N1CCS(CC1)(=O)=O